12-dodecyl ether CCCCCCCCCCCCOCCCCCCCCCCCC